[N+](=O)([O-])C1=CC(=CC2=CC=C(C=C12)C(=O)O)C(=O)O 4-nitro-2,6-naphthalenedicarboxylic acid